3,6,9,12,15-pentaoxanonadecan-1-ol C(COCCOCCOCCOCCOCCCC)O